tert-butyl 4-(2-chloropyrimidin-5-yl)piperazine-1-carboxylate ClC1=NC=C(C=N1)N1CCN(CC1)C(=O)OC(C)(C)C